N-{[5-chloro-6-(5-methoxy-2-pyrazinyl)-2-indolyl]methyl}-(S)-2-methyl-2-oxetanecarboxamide ClC=1C=C2C=C(NC2=CC1C1=NC=C(N=C1)OC)CNC(=O)[C@]1(OCC1)C